3-(3-(trifluoromethyl)phenyl)-1H-indole-5-carboxylic acid FC(C=1C=C(C=CC1)C1=CNC2=CC=C(C=C12)C(=O)O)(F)F